2-chloro-5-{[(3-hydroxy-2,2-dimethylpropanoyl)amino]methyl}-N-[1-(1,3-thiazol-2-yl)-1H-indazole-4-yl]benzamide ClC1=C(C(=O)NC2=C3C=NN(C3=CC=C2)C=2SC=CN2)C=C(C=C1)CNC(C(CO)(C)C)=O